2-(1,2,3,4-tetrahydrocyclopenta[b]indol-3-yl)acetic acid C1CC(C=2NC=3C=CC=CC3C21)CC(=O)O